potassium trisorbate C(\C=C\C=C\C)(=O)[O-].C(\C=C\C=C\C)(=O)[O-].C(\C=C\C=C\C)(=O)[O-].[K+].[K+].[K+]